N-((1r,4r)-4-Aminocyclohexyl)acetamide CC(=O)NC1CCC(CC1)N